4-((2-phenylquinoline-4-carboxamido)methyl)benzoic acid C1(=CC=CC=C1)C1=NC2=CC=CC=C2C(=C1)C(=O)NCC1=CC=C(C(=O)O)C=C1